ClC=1C(=C2CN(CC2=CC1)C(C1=C(C(=C(C=C1O)OC)Cl)C)=O)N(C(C=C)=O)C N-(5-Chloro-2-(3-chloro-6-hydroxy-4-methoxy-2-methylbenzoyl)isoindolin-4-yl)-N-methyl-acrylamide